((4-bromo-5-chloro-3-hydroxy-2-phenyl-2,3-dihydrobenzofuran-2-yl)methyl)carbamic acid tert-butyl ester C(C)(C)(C)OC(NCC1(OC2=C(C1O)C(=C(C=C2)Cl)Br)C2=CC=CC=C2)=O